2,5-dimethoxy-4-nitroaniline COC1=C(N)C=C(C(=C1)[N+](=O)[O-])OC